dithioglycolat C(CO)(=S)[S-]